CC1=NC(=CC(=N1)N1CCN(CC1)C1CN(C1)CC1=CC=C(CC=2C=3C4=C(C(N(C4=CC2)C2C(NC(CC2)=O)=O)=O)C=CC3)C=C1)N1N=C(N=C1)C 3-(6-(4-((3-(4-(2-methyl-6-(3-methyl-1H-1,2,4-triazol-1-yl)pyrimidin-4-yl)piperazin-1-yl)azetidin-1-yl)methyl)benzyl)-2-oxobenzo[cd]indol-1(2H)-yl)piperidine-2,6-dione